NC1=C2N=CN(C2=NC=N1)C[C@@H](C)OCP(OCCOCCCCCCCCCCCCCCC#CS(F)(F)(F)(F)F)(O)=O 2-((16-(pentafluoro-λ6-sulfanyl)hexadec-15-yn-1-yl)oxy)ethyl hydrogen ((((R)-1-(6-amino-9H-purin-9-yl)propan-2-yl)oxy)methyl)phosphonate